NC1=NC(=C(C(=N1)O)CCC(=O)OCC)C Ethyl 3-(2-amino-4-hydroxy-6-methylpyrimidin-5-yl)propanoate